ClC1=C(C=C(OCC(=O)NC23C[C@@H](C(CC2)(CC3)NC(=O)[C@@H]3OC2=C(CC3)C=C(C=C2)F)O)C=C1)F (2R)-N-{(2S)-4-[2-(4-chloro-3-fluorophenoxy)acetamido]-2-hydroxybicyclo[2.2.2]oct-1-yl}-6-fluoro-3,4-dihydro-2H-1-benzopyran-2-carboxamide